S1C(=NC2=C1C=CC=C2)OCC2CCN(CC2)C=2SC1=C(N2)C=CC(=C1)C(=O)O 2-(4-((benzo[d]thiazol-2-yloxy)methyl)piperidin-1-yl)benzo[d]thiazole-6-carboxylic acid